C(C)(C)(C)OC(N(C)C=1C(=NC=C(C1)C(F)(F)F)NC(=S)NC(C1=NC=CC=C1)=N)=O tert-butyl(2-(3-(imino(pyridin-2-yl)methyl)thioureido)-5-(trifluoromethyl)pyridin-3-yl)(methyl)carbamate